4-(4,6-dimethoxy-1,3,5-triazin-2-yl)-4-methyl-morpholinium COC1=NC(=NC(=N1)OC)[N+]1(CCOCC1)C